5-(2-fluoro-3-(1-(3-fluorobenzyl)-1H-pyrazol-4-yl)-6-hydroxyphenyl)-1,2,5-thiadiazolidin-3-one 1,1-dioxide FC1=C(C(=CC=C1C=1C=NN(C1)CC1=CC(=CC=C1)F)O)N1CC(NS1(=O)=O)=O